N-(4-(2-(2-aminopyridin-3-yl)-5-(3-hydroxy-3-methylbut-1-yn-1-yl)-3H-imidazo[4,5-b]pyridin-3-yl)benzyl)-2-(4-formyl-3-hydroxyphenyl)acetamide NC1=NC=CC=C1C1=NC=2C(=NC(=CC2)C#CC(C)(C)O)N1C1=CC=C(CNC(CC2=CC(=C(C=C2)C=O)O)=O)C=C1